ClC1=C(C(C(=O)OC)=CC=C1)C(=O)[O-] methyl chlorophthalate